NC1=NC(=CC(=N1)C1=NN(C=C1CC1=C(C=CC=C1)O)C(F)F)Cl 2-[[3-(2-amino-6-chloro-pyrimidin-4-yl)-1-(difluoromethyl)pyrazol-4-yl]methyl]phenol